(s)-2-amino-2-methyl-3-phenylpropanoic acid N[C@](C(=O)O)(CC1=CC=CC=C1)C